ClC1=NC(=CC(=C1)C1(CC2(COC2)C1)C=1N(C(=NN1)S)C)Cl 5-(6-(2,6-dichloropyridin-4-yl)-2-oxaspiro[3.3]heptan-6-yl)-4-methyl-4H-1,2,4-triazole-3-thiol